4-(methylcarbamoyl)cubane-1-carboxylic acid methyl ester COC(=O)C12C3C4C5(C3C1C5C24)C(NC)=O